(3R*,4R*)-1-Cyclopentyl-4-{[1-(2,4-difluoro-phenyl)-1H-[1,2,3]triazole-4-carbonyl]-amino}-piperidine-3-carboxylic acid ((R)-1-cyclobutyl-ethyl)-amide C1(CCC1)[C@@H](C)NC(=O)[C@@H]1CN(CC[C@H]1NC(=O)C=1N=NN(C1)C1=C(C=C(C=C1)F)F)C1CCCC1 |o1:9,14|